2-[7-(1-cyclopropyl-3-piperidyl)-1,8-naphthyridin-2-yl]-3,5-dimethyl-phenol C1(CC1)N1CC(CCC1)C1=CC=C2C=CC(=NC2=N1)C1=C(C=C(C=C1C)C)O